4-(6-chloro-8-formyl-7-hydroxy-4-methyl-2-oxo-2H-chromen-3-yl)-N-(2-methoxyethyl)benzamide ClC=1C=C2C(=C(C(OC2=C(C1O)C=O)=O)C1=CC=C(C(=O)NCCOC)C=C1)C